5-[(1R)-1-(3,5-dichloro-4-pyridyl)ethoxy]-3-[2-(2-isopropylsulfonyl-2,6-diazaspiro[3.3]heptan-6-yl)pyrimidin-5-yl]-1H-indazole ClC=1C=NC=C(C1[C@@H](C)OC=1C=C2C(=NNC2=CC1)C=1C=NC(=NC1)N1CC2(CN(C2)S(=O)(=O)C(C)C)C1)Cl